CC1=NC=C(C=N1)C(=O)O 2-methylpyrimidine-5-carboxylic acid